C1(CC1)C1=C2CCCN(C2=CC=C1)C1=NN=C2N1C1=CC(=C(C=C1C=N2)F)N (5-cyclopropyl-3,4-dihydroquinolin-1(2H)-yl)-7-fluoro-[1,2,4]triazolo[4,3-a]quinazolin-8-amine